N-(5-aminopentyl)-2-[[2-(2,6-dioxo-3-piperidinyl)-2,3-dihydro-1,3-dioxo-1H-isoindol-4-yl]oxy]acetamide NCCCCCNC(COC1=C2C(N(C(C2=CC=C1)=O)C1C(NC(CC1)=O)=O)=O)=O